OC1(CCN(CC1)C(CC(C)C1=CC=CC=C1)=O)CN1C=NC=2C(C1=O)=NN(C2C2=CC=C(CNCCCNC(CCCCCC(=O)N)=O)C=C2)C N7-(3-((4-(6-((4-hydroxy-1-(3-phenylbutanoyl)piperidin-4-yl)methyl)-2-methyl-7-oxo-6,7-dihydro-2H-pyrazolo[4,3-d]pyrimidin-3-yl)benzyl)amino)propyl)heptanediamide